tert-butyl 4-(4-((6-cyano-8-cyclopentyl-7-oxo-7,8-dihydro-1,8-naphthyridin-2-yl)amino)phenyl)piperazine-1-carboxylate C(#N)C1=CC=2C=CC(=NC2N(C1=O)C1CCCC1)NC1=CC=C(C=C1)N1CCN(CC1)C(=O)OC(C)(C)C